FC1=C(C#N)C=C(C=C1)C(=O)C1=CC=C2C(=CC=CN12)C1=CC2=C(N(C=N2)C)C=C1C(F)(F)F 2-fluoro-5-(8-(1-methyl-6-(trifluoromethyl)-1H-benzo[d]imidazol-5-yl)indolizine-3-carbonyl)benzonitrile